FC1(C(C1)C(=O)O)F 2,2-difluorocyclopropyl-carboxylic acid